(2S,3S,4R,5R)-2-((R)-4-chloro-1,3-dihydroisobenzofuran-1-yl)-5-(4-methyl-7H-pyrrolo[2,3-d]pyrimidin-7-yl)tetrahydrofuran-2,3-diol ClC1=C2CO[C@H](C2=CC=C1)[C@]1(O[C@H](C[C@@H]1O)N1C=CC2=C1N=CN=C2C)O